(3aS,4S,6R,6aR)-6-(5-cyano-4-{[(2,4-dimethoxyphenyl)methyl]amino}-7H-pyrrolo[2,3-d]pyrimidin-7-yl)-2,2-dimethyl-tetrahydro-2H-furo[3,4-d][1,3]dioxole-4-carboxylic acid C(#N)C1=CN(C=2N=CN=C(C21)NCC2=C(C=C(C=C2)OC)OC)[C@@H]2O[C@@H]([C@@H]1[C@H]2OC(O1)(C)C)C(=O)O